ClC1=CC=C(C(=N1)C=1C=NC=CC1)N[C@H](C)C1=CC(=CC=2N=C3OC[C@@H]4COCCN4C3=NC12)F 6-chloro-N-[(1R)-1-[(7S)-14-fluoro-5,9-dioxa-2,11,18-triazatetracyclo[8.8.0.02,7.012,17]octadeca-1(18),10,12(17),13,15-pentaen-16-yl]ethyl]-2-(3-pyridyl)pyridin-3-amine